(4-(5-chlorooxazolo[4,5-b]pyridin-2-yl)piperazin-1-yl)(5-fluoro-6-(2-neopentyl-2H-1,2,3-triazol-4-yl)pyridin-3-yl)methanone ClC1=CC=C2C(=N1)N=C(O2)N2CCN(CC2)C(=O)C=2C=NC(=C(C2)F)C2=NN(N=C2)CC(C)(C)C